N(=O)NC=1NC(C=2NC=NC2N1)=O N-nitrosoguanine